N-(4-((2-amino-3-iodopyridin-4-yl)oxy)-3-fluorophenyl)-1-phenyl-5-(trifluoromethyl)-1H-imidazole-4-carboxamide NC1=NC=CC(=C1I)OC1=C(C=C(C=C1)NC(=O)C=1N=CN(C1C(F)(F)F)C1=CC=CC=C1)F